C(C)(C)(C)NC(=O)C=1C=C(C=NC1)B(O)O 5-(TERT-BUTYLCARBAMOYL)PYRIDINE-3-BORONIC ACID